1-(3,5-dimethoxyphenyl)ethan-1-one COC=1C=C(C=C(C1)OC)C(C)=O